4-(hydroxymethyl)-2-morpholinothiazole-5-carbaldehyde OCC=1N=C(SC1C=O)N1CCOCC1